tert-Butyl 6-(4-bromo-3-fluoro-5-methylphenyl)-3,4-dihydropyridine-1(2H)-carboxylate BrC1=C(C=C(C=C1C)C1=CCCCN1C(=O)OC(C)(C)C)F